bis(2-cyanoethyl) N,N-diisopropylphosphoramidite C(C)(C)N(P(OCCC#N)OCCC#N)C(C)C